3-((((2S,4S)-4-phenyl-2-(3-(3-phenylpropyl)-1,2,4-oxadiazole-5-yl)pyrrolidin-1-yl)sulfonyl)methyl)azetidin-1-carboxylate C1(=CC=CC=C1)[C@@H]1C[C@H](N(C1)S(=O)(=O)CC1CN(C1)C(=O)[O-])C1=NC(=NO1)CCCC1=CC=CC=C1